tert-butyl (3R,4R)-3-azido-4-(methylsulfonyloxymethyl)pyrrolidine-1-carboxylate N(=[N+]=[N-])[C@H]1CN(C[C@H]1COS(=O)(=O)C)C(=O)OC(C)(C)C